1-(4-methylbenzene-sulfonyl)-3-(4,4,5,5-tetramethyl-1,3,2-dioxaborolan-2-yl)-4-(trifluoromethyl)-1H-pyrrolo[3,2-c]pyridine CC1=CC=C(C=C1)S(=O)(=O)N1C=C(C=2C(=NC=CC21)C(F)(F)F)B2OC(C(O2)(C)C)(C)C